oxazdiazole O1N=NN=C1